2-[(2R)-2-amino-3-methoxypropyl]-5-chloro-N-[(furan-2-yl)methyl]-3-methylthieno[3,2-b]pyridin-7-amine N[C@H](CC1=C(C2=NC(=CC(=C2S1)NCC=1OC=CC1)Cl)C)COC